[2-(2,6-dioxopiperidin-3-yl)-4-methoxy-3-oxo-2,3-dihydro-1H-isoindol-5-yl]methyl N-[4-(2-methylphenoxy)phenyl]carbamate CC1=C(OC2=CC=C(C=C2)NC(OCC=2C(=C3C(N(CC3=CC2)C2C(NC(CC2)=O)=O)=O)OC)=O)C=CC=C1